Cl.N1C[C@@H](CC1)CO (R)-pyrrolidine-3-methanol hydrochloride